CC(COC=1C=C2CCN(CC2=C(C1)F)C(=O)OCC1=CC=CC=C1)(C(=O)OC(C)(C)C)C Benzyl 6-[2,2-dimethyl-3-[(2-methylpropan-2-yl)oxy]-3-oxopropoxy]-8-fluoro-3,4-dihydro-1H-isoquinoline-2-carboxylate